C(#N)C1=CC(=C(COC2=CC(=CC(=N2)C2=CC(=C(CC3=NC4=C(N3CCOC)C=C(C=C4)C(=O)OC)C=C2)F)F)C=C1)F Methyl 2-(4-(6-((4-cyano-2-fluorobenzyl)oxy)-4-fluoropyridin-2-yl)-2-fluorobenzyl)-1-(2-methoxyethyl)-1H-benzo[d]imidazole-6-carboxylate